6-cyano-N-[2-(3-hydroxy-3-methyl-butyl)-7-methoxy-imidazo[1,2-a]pyridin-6-yl]pyridine-2-carboxamide C(#N)C1=CC=CC(=N1)C(=O)NC=1C(=CC=2N(C1)C=C(N2)CCC(C)(C)O)OC